BENZOTHIAZINE S1NC=CC2=C1C=CC=C2